FC1C(C=CC=C1)=O fluorobenzeneOne